C(CC)OCOCCCC(C)[Cu]C(CCCOCOCCC)C.[Li] lithium bis[4-propoxymethoxy-1-methylbutyl]copper